4-bromo-2-difluoromethoxypyridine tert-butyl-(3-(4-aminophenoxy)propyl)carbamate C(C)(C)(C)N(C(O)=O)CCCOC1=CC=C(C=C1)N.BrC1=CC(=NC=C1)OC(F)F